tert-butyl (1-(4-(4-((3-(3,6-difluoropyridin-2-yl)-1-((1r,4r)-4-ethoxycyclohexyl)-1H-pyrazol-4-yl)carbamoyl)thiazol-2-yl)-1H-pyrazol-1-yl)ethyl) hydrogen phosphate sodium acetate salt C(C)(=O)[O-].[Na+].P(=O)(OC(C)(C)C)(OC(C)N1N=CC(=C1)C=1SC=C(N1)C(NC=1C(=NN(C1)C1CCC(CC1)OCC)C1=NC(=CC=C1F)F)=O)O